4,5-dibutyl-1,3-bis(trimethylphenyl)-4,5-dihydroimidazolium tetrafluoroborate F[B-](F)(F)F.C(CCC)C1[N+](=CN(C1CCCC)C1=C(C(=C(C=C1)C)C)C)C1=C(C(=C(C=C1)C)C)C